1-(2-fluoro-3-(3-(pyrrolidin-1-yl)quinoxaline-6-carbonyl)phenyl)-3-(4-fluorophenyl)urea FC1=C(C=CC=C1C(=O)C=1C=C2N=C(C=NC2=CC1)N1CCCC1)NC(=O)NC1=CC=C(C=C1)F